3-(6-(3-Methyl-2-(1H-pyrazol-4-yl)piperazin-1-yl)pyrimidin-4-yl)-6-(trifluoromethyl)imidazo[1,2-b]pyridazine CC1C(N(CCN1)C1=CC(=NC=N1)C1=CN=C2N1N=C(C=C2)C(F)(F)F)C=2C=NNC2